2-(sec-butyl)cyclohexan-1-one O-isobutyryl oxime C(C(C)C)(=O)ON=C1C(CCCC1)C(C)CC